ClC1=CC=C(C=C1)CCN1C(OC(=N1)CN1N=CC2=C(C1=O)N(C=N2)C)=O 3-[2-(4-chlorophenyl)ethyl]-5-[(3-methyl-4-oxo-imidazo[4,5-d]pyridazin-5-yl)methyl]-1,3,4-oxadiazol-2-one